N1N=C(N=C1)C1=CC=C(N)C=C1 4-(1,2,4-triazolyl)aniline